(3-cyanopyrazolo[1,5-a]pyridin-5-yl)-1-(1-carbonyl-1,2-dihydroisoquinolin-5-yl)-5-(trifluoromethyl)-1H-pyrazole-4-carboxamide C(#N)C=1C=NN2C1C=C(C=C2)C2=NN(C(=C2C(=O)N)C(F)(F)F)C2=C1C=CNC(C1=CC=C2)=C=O